N'-({[(2R,3S,4S)-4-hydroxy-2-[(4-methoxyphenyl)methyl]pyrrolidin-3-yl]oxy}carbonyl)-2-phenylacetohydrazide O[C@@H]1[C@H]([C@H](NC1)CC1=CC=C(C=C1)OC)OC(=O)NNC(CC1=CC=CC=C1)=O